O1CC=CC2=C1C=C(C=C2)C(=O)N benzopyran-7-carboxamide